(R)-3-((1R,3R)-1-(2,6-difluoro-4-((2-(3-(fluoromethyl)azetidin-1-yl)ethyl)amino)phenyl)-3-methyl-1,3,4,9-tetrahydro-2H-pyrido[3,4-b]indol-2-yl)-2-fluoro-2-methylpropan-1-ol FC1=C(C(=CC(=C1)NCCN1CC(C1)CF)F)[C@H]1N([C@@H](CC2=C1NC1=CC=CC=C21)C)C[C@@](CO)(C)F